trans-rac-4-Acetamido-N-(2-chloro-5-(2,2-dichloro-3-(4-fluoro-3-(trifluoromethyl)phenyl)cyclopropane-1-carboxamido)phenyl)-3-fluoro-2-methylbenzamide C(C)(=O)NC1=C(C(=C(C(=O)NC2=C(C=CC(=C2)NC(=O)[C@@H]2C([C@H]2C2=CC(=C(C=C2)F)C(F)(F)F)(Cl)Cl)Cl)C=C1)C)F |r|